N-(3-chloro-4-((4-fluorobenzyl)oxy)phenyl)-7-fluoro-6-nitroquinazolin-4-amine ClC=1C=C(C=CC1OCC1=CC=C(C=C1)F)NC1=NC=NC2=CC(=C(C=C12)[N+](=O)[O-])F